C(C=C)(=O)C(OCOC)(C(C=C)=O)C(C=C)=O triacryloyl-methylal